C(CCC)N(CCCC)CC#C N-butyl-N-(prop-2-yn-1-yl)butan-1-amine